1H-imidazo[4,5-e]tetrazolo[1,5-a]pyridine N1N=NC=2N1C=1C(=CC2)N=CN1